NC=1C(=C2C=NNC2=CC1F)C=1C=CC=2N(N1)C=C(N2)NC(=O)[C@H]2[C@H](C2)F (1S,2S)-N-(6-(5-amino-6-fluoro-1H-indazol-4-yl)imidazo[1,2-b]pyridazin-2-yl)-2-fluorocyclopropane-1-carboxamide